2,2-dimethoxy-1-n-tetradecyl-1-aza-2-silacyclopentane CO[Si]1(N(CCC1)CCCCCCCCCCCCCC)OC